ClC1=CC=C(CNC(=O)NC2CC3(CN(C3)C(C3=CC=C(C=C3)C)=O)C2)C=C1 1-(4-chlorobenzyl)-3-(2-(4-methylbenzoyl)-2-azaspiro[3.3]heptan-6-yl)urea